FC=1C(=C(C=C(C1F)F)OC1=C(C(=C(C(=C1)F)F)F)I)I 3,4,5-trifluoro-2-iodophenyl ether